(2S,4R)-4-fluoro-N-[(S)-[3-fluoro-4-(1-methylcyclopropyl)phenyl](phenyl)methyl]-1-[2-(1-methyl-1H-indol-3-yl)acetyl]pyrrolidine-2-carboxamide F[C@@H]1C[C@H](N(C1)C(CC1=CN(C2=CC=CC=C12)C)=O)C(=O)N[C@@H](C1=CC=CC=C1)C1=CC(=C(C=C1)C1(CC1)C)F